CC(=CCC1(CC=C([C@H]2OC=3C=C(C=C(C3C(C2)=O)O)O)C=C1)O)C 4'-dimethylallyl-naringenin